tert-Butyl-(5RS)-2-[(1-methyl-1H-pyrazol-3-yl)methyl]-3-oxo-2,3,5,6,7,8-hexahydro[1,2,4]triazolo[4,3-a]pyridine-5-carboxylate C(C)(C)(C)OC(=O)[C@H]1CCCC=2N1C(N(N2)CC2=NN(C=C2)C)=O |r|